N-[(6S)-4-Methyl-5-oxo-7,8-dihydro-6H-pyrazolo[1,5-a][1,3]diazepin-6-yl]-5-phenyl-[1,2,4]triazolo[1,5-a]pyridin-2-carboxamid CN1C=2N(CC[C@@H](C1=O)NC(=O)C1=NN3C(C=CC=C3C3=CC=CC=C3)=N1)N=CC2